BrC1=C(C=C2C(=NC(=NC2=C1F)Cl)N1CCOC[C@](C1)(O)C)F (S)-4-(7-bromo-2-chloro-6,8-difluoroquinazolin-4-yl)-6-methyl-1,4-oxazepan-6-ol